NC=1C=C(C=2C(C3=C(C=CC=C3C(C2C1)=O)OCCCC(C)=O)=O)OCCCC(C)=O 3-amino-1,8-bis((4-oxopentyl)oxy)anthracene-9,10-dione